CC1=NC=2CCN(C(C2C=C1C(=O)O)=O)CCNC1=NC=CC2=CC=C(C=C12)C1=NOC(=N1)C 2-methyl-6-(2-{[7-(5-methyl-1,2,4-oxadiazol-3-yl)isoquinolin-1-yl]amino}ethyl)-5-oxo-5,6,7,8-tetrahydro-1,6-naphthyridine-3-carboxylic acid